(2-(6-((cis)-2,6-dimethylmorpholino)-4,5-dimethylpyridin-2-yl)-1,6-naphthyridin-7-yl)methanamine C[C@@H]1O[C@@H](CN(C1)C1=C(C(=CC(=N1)C1=NC2=CC(=NC=C2C=C1)CN)C)C)C